N1=C(C=CC=C1)SSCCC(=O)OC 3-(2-pyridyldithio)-propionic acid, methyl ester